BrCC(CC)CCC 3-(bromomethyl)hexane